C(C)(=O)O[Si](C=C)(C=C)OC(C)=O diacetoxydivinyl-silane